C(C)N1N=CC(=C1C(F)(F)F)C(=O)N(C)OC 1-ethyl-N-methoxy-N-methyl-5-(trifluoromethyl)-1H-pyrazole-4-carboxamide